C(C=C)(=O)N1C[C@H](CC1)OC=1N=C2C(=NC1)NC=C2C(=O)N[C@H](COC)C 2-{[(3S)-1-acryloylpyrrolidin-3-yl]oxy}-N-[(2S)-1-methoxy-propan-2-yl]-5H-pyrrolo[2,3-b]pyrazine-7-carboxamide